tert-butyl (2-(3-((1R,3R)-2-(2,2-difluoroethyl)-3-methyl-2,3,4,9-tetrahydro-1H-pyrido[3,4-b]indol-1-yl)-4-methoxyphenoxy)ethyl)(3-fluoropropyl)carbamate FC(CN1[C@@H](C=2NC3=CC=CC=C3C2C[C@H]1C)C=1C=C(OCCN(C(OC(C)(C)C)=O)CCCF)C=CC1OC)F